4,4,5,5-tetramethyl-2-tetrahydropyran-4-yl-1,3,2-dioxaborolane CC1(OB(OC1(C)C)C1CCOCC1)C